C(C1=CC=CC=C1)OC=1C=C2C(=C(N(C2=CC1)C1CC(C1)(F)F)C(C)C)C=1C=C(C(=O)OC)C=CC1 methyl 3-[5-benzyloxy-1-(3,3-difluorocyclobutyl)-2-isopropyl-indol-3-yl]benzoate